3H-pyrrolo[1,2-c]imidazole-3-thione C=1C=2N(C(N1)=S)C=CC2